tert-butyl ((1-((2-chloro-6,7-dihydrothieno[3,2-d]pyrimidin-4-yl)amino)cyclobutyl)methyl-d2)carbamate ClC=1N=C(C2=C(N1)CCS2)NC2(CCC2)C([2H])([2H])NC(OC(C)(C)C)=O